2-(3-(2-(2-aminoethoxy)ethoxy)propan-amido)-N-(1-methyl-1H-imidazol-4-yl)benzamide NCCOCCOCCC(=O)NC1=C(C(=O)NC=2N=CN(C2)C)C=CC=C1